N1(CCCCC1)C1CCN(CC1)C1=CC(=C(C=C1CC)NC1=NC=C(C(=N1)NC=1C(=C2N=CC=NC2=CC1)N(S(=O)(=O)C)C)Br)OC N-(6-((2-((4-([1,4'-bipiperidin]-1'-yl)-5-ethyl-2-methoxyphenyl)amino)-5-bromopyrimidin-4-yl)amino)quinoxalin-5-yl)-N-methylmethanesulfonamide